indene-2-boronic acid C1C(=CC2=CC=CC=C12)B(O)O